N1=C(C=C(C=C1N)N)N pyridine-2,4,6-triamine